CN(CCNC([C@H](NC1=NC=2C=CC=CC2C=2N1N=C(N2)C2=CC=C(C=C2)S(=O)(=O)C)C)=O)C N-[2-(dimethylamino)ethyl]-N2-{2-[4-(methylsulfonyl)phenyl][1,2,4]triazolo[1,5-c]quinazolin-5-yl}-D-alaninamide